7-(5-fluoropyridin-2-yl)-7-methoxy-4-oxospiro[2.5]oct-5-ene-5-carbonitrile FC=1C=CC(=NC1)C1(C=C(C(C2(CC2)C1)=O)C#N)OC